6-[(7S)-2-{3-[5-(2-Methylphenyl)pyridin-2-yl]-1H-pyrazolo[3,4-b]pyridin-5-yl}-6,7,8,9-tetrahydro-5H-benzo[7]annulen-7-yl]-3-oxa-6-azabicyclo[3.1.1]heptane CC1=C(C=CC=C1)C=1C=CC(=NC1)C1=NNC2=NC=C(C=C21)C=2C=CC1=C(CC[C@H](CC1)N1C3COCC1C3)C2